tert-butyl (S)-(1-(5-aminopyridin-3-yl)-2-methoxyethyl)carbamate NC=1C=C(C=NC1)[C@@H](COC)NC(OC(C)(C)C)=O